C(C)(C)N1C(=NN=C1)C=1C=C(C=CC1)NC(=O)C1=NC2=C(N1)C=CC=C2 N-(3-(4-isopropyl-4H-1,2,4-triazol-3-yl)phenyl)-1H-benzo[d]imidazole-2-carboxamide